ClC1=CC(=NC=C1)C(C)(C)NCC 2-(4-chloropyridin-2-yl)-N-ethylpropan-2-amine